methyl (E)-2-acetoxy-2-(4-(tert-butyl) phenyl)-5-(1-methyl-1H-pyrrol-2-yl)-5-oxopent-3-enoate C(C)(=O)OC(C(=O)OC)(\C=C\C(=O)C=1N(C=CC1)C)C1=CC=C(C=C1)C(C)(C)C